2-bromo-1-(3-ethylbenzo[b]thiophen-2-yl)propan-1-one BrC(C(=O)C1=C(C2=C(S1)C=CC=C2)CC)C